O.Cl.Cl.C1(CCCCC1)N1CCC(CC1)N 1-cyclohexyl-piperidin-4-ylamine dihydrochloride monohydrate